[Na+].C(C)C1=C(C(=CC(=C1)CC)CC)S(=O)[O-] 2,4,6-triethylbenzenesulfinic acid sodium salt